[(2S,3S,4E,6R,7S,10R)-2-[(E)-1-[3-(dimethylcarbamoyloxymethyl)phenyl]prop-1-en-2-yl]-10-hydroxy-3,7-dimethyl-12-oxo-1-oxacyclododec-4-en-6-yl] 4-methylpiperazine-1-carboxylate CN1CCN(CC1)C(=O)O[C@H]1/C=C/[C@@H]([C@H](OC(C[C@@H](CC[C@@H]1C)O)=O)/C(=C/C1=CC(=CC=C1)COC(N(C)C)=O)/C)C